tert-butyl (2S)-2-[(1R,2R)-1-methoxy-2-methyl-2-[[(1S)-2-phenyl-1-(1,3-thiazol-2-yl)ethyl]carbamoyl]ethyl]pyrrolidine-1-carboxylate CO[C@H]([C@H](C(N[C@@H](CC1=CC=CC=C1)C=1SC=CN1)=O)C)[C@H]1N(CCC1)C(=O)OC(C)(C)C